COCC=1C=C2C(CCO2)=C(C1)O 6-(Methoxymethyl)-2,3-dihydrobenzofuran-4-ol